5-ethynyl-N,N-dimethylpyridine-3-amine C(#C)C=1C=C(C=NC1)N(C)C